FC=1C(=NN(C1)C(C)C)S(=O)(N)=N 4-fluoro-1-isopropyl-1H-pyrazole-3-sulfonimidamide